2-(2-(3-((2-((4-methyl-5-nitrothiazol-2-yl)carbamoyl)phenyl)amino)-3-oxopropoxy)ethoxy)propanoic acid CC=1N=C(SC1[N+](=O)[O-])NC(=O)C1=C(C=CC=C1)NC(CCOCCOC(C(=O)O)C)=O